di-n-butyl 2,3-diisopropyl-2-cyanosuccinate C(C)(C)C(C(=O)OCCCC)(C(C(=O)OCCCC)C(C)C)C#N